C(#N)C1=NC2=CC(=CC(=C2N=C1N1CCC(CC1)(F)F)[C@@H](C)NC1=C(C(=O)OC(C)(C)C)C=CC=C1)C tert-butyl (R)-2-((1-(2-cyano-3-(4,4-difluoropiperidin-1-yl)-7-methylquinoxalin-5-yl)ethyl)amino)benzoate